COC=1C(=C2CC(NCC2=CC1)COC)C1=CC(=C(C=C1)O)C 4-[6-Methoxy-3-(methoxymethyl)-1,2,3,4-tetrahydroisoquinolin-5-yl]-2-methyl-phenol